(2,4,6-trifluorophenyl)isoquinoline-1,5-diamine FC1=C(C(=CC(=C1)F)F)C=1N=C(C=2C=CC=C(C2C1)N)N